rac-Ethyl 2-(6-(4-(2-(1,3-dioxolan-2-yl)ethyl)phenyl)-4,7-dichloro-2H-indazol-2-yl)-2-((R)-6-fluoro-6,7-dihydro-5H-pyrrolo[1,2-c]imidazol-1-yl)acetate O1C(OCC1)CCC1=CC=C(C=C1)C=1C=C(C2=CN(N=C2C1Cl)[C@@H](C(=O)OCC)C1=C2N(C=N1)C[C@@H](C2)F)Cl |&1:23|